FC=1C(=C(C=CC1)S(=O)(=O)N1CCN(CC1)CCO)C 2-(4-((3-fluoro-2-methylphenyl)sulfonyl)piperazin-1-yl)ethan-1-ol